azetidin-1-amine dihydrochloride Cl.Cl.N1(CCC1)N